CN1C(=NN=C1C1=C(C=CC=C1)C)SC(C(=O)C1=CC=CC=C1)C 2-((4-methyl-5-(o-tolyl)-4H-1,2,4-triazol-3-yl)thio)-1-phenylpropan-1-one